BrC1=C(C=CC=C1)NC1=NC(=NC=C1C(=O)N)NC1=C(C=C2CCN(CC2=C1)CCOC)OC 4-[(2-bromophenyl)amino]-2-{[6-methoxy-2-(2-methoxyethyl)-1,2,3,4-tetrahydroisoquinolin-7-yl]amino}pyrimidine-5-carboxamide